The molecule is an unsaturated fatty acyl-CoA that results from the formal condensation of the thiol group of coenzyme A with the carboxy group of (2E,15Z)-tetracosadienoic acid. It is an unsaturated fatty acyl-CoA and a very long-chain fatty acyl-CoA. It is a conjugate acid of a (2E,15Z)-tetracosadienoyl-CoA(4-). CCCCCCCC/C=C\\CCCCCCCCCCC/C=C/C(=O)SCCNC(=O)CCNC(=O)[C@@H](C(C)(C)COP(=O)(O)OP(=O)(O)OC[C@@H]1[C@H]([C@H]([C@@H](O1)N2C=NC3=C(N=CN=C32)N)O)OP(=O)(O)O)O